FC(OC1=CC=C(C=C1)C1CCCN2C1=NS(CC2)(=O)=O)F 9-[4-(difluoromethoxy)phenyl]-3,4,6,7,8,9-hexahydropyrido[2,1-c][1,2,4]thiadiazine 2,2-dioxide